CC(=CC)CC(CCCCCC)=C 3-methyl-5-methyleneundec-2-ene